NC=1N2N=C(N=C2C=2OC(N(C2N1)CCN1CCN(CC1)C1=CC=C(C=C1)OCCOC)=O)C=1OC=CC1 4-Amino-2-furan-2-yl-6-(2-{4-[4-(2-methoxy-ethoxy)-phenyl]-piperazin-1-yl}ethyl)-6H-8-oxa-1,3,3a,5,6-pentaaza-as-indacen-7-one